4-((2-((1H-pyrazol-3-yl)methyl)-4-methyl-5-oxo-4,5-dihydro-6H-thiazolo[5',4':4,5]pyrrolo[2,3-d]pyridazin-6-yl)methyl)oxazole-2-carboxamide N1N=C(C=C1)CC=1SC2=C(N(C=3C(N(N=CC32)CC=3N=C(OC3)C(=O)N)=O)C)N1